(R)-1-(6-chloro-4'-fluoro-[1,1'-biphenyl]-3-yl)-N-((1R,2R)-1-(3-chloro-4-cyclopropoxyphenyl)-1-hydroxy-3-(pyrrolidin-1-yl)propan-2-yl)pyrrolidine-3-carboxamide ClC1=CC=C(C=C1C1=CC=C(C=C1)F)N1C[C@@H](CC1)C(=O)N[C@@H]([C@H](O)C1=CC(=C(C=C1)OC1CC1)Cl)CN1CCCC1